N-(2-(2-(2H-tetrazol-5-yl)phenyl)-6-(benzyl(propyl)amino)pyridin-4-yl)-2-(1H-tetrazol-5-yl)acetamide N=1NN=NC1C1=C(C=CC=C1)C1=NC(=CC(=C1)NC(CC1=NN=NN1)=O)N(CCC)CC1=CC=CC=C1